N1=C(C=CC=2CCCCC12)C(=O)N 5,6,7,8-tetrahydroquinoline-2-carboxamide